1-(tert-butyl) 2-methyl (2R,4R)-4-((4-fluoronaphthalen-1-yl)methyl)pyrrolidine-1,2-dicarboxylate FC1=CC=C(C2=CC=CC=C12)C[C@@H]1C[C@@H](N(C1)C(=O)OC(C)(C)C)C(=O)OC